ClC1=CC(=NC(=C1C(F)(F)F)Cl)N(CC1=CC=C(C=C1)OC)CC1=CC=C(C=C1)OC 4,6-dichloro-N,N-bis(4-methoxybenzyl)-5-(trifluoromethyl)pyridin-2-amine